ClC=1C=NN(C1C1=NN2C(N(C(C(C2)N(C)C)=O)CC2=CC=C(C=C2)C=2N(C=C(N2)C(F)(F)F)CC)=C1)C(C)C 2-(4-chloro-1-isopropyl-1H-pyrazol-5-yl)-6-(dimethyl-amino)-4-(4-(1-ethyl-4-(trifluoromethyl)-1H-imidazol-2-yl)benzyl)-6,7-dihydropyrazolo[1,5-a]pyrimidin-5(4H)-one